1,1-dipropenyl-2-ethoxyethane C(=CC)C(COCC)C=CC